(S)-3-(5-(8-(((1SR,3RS,5SR,7r)-3,5-dimethyladamantan-1-yl)amino)octyl)-4-oxo-2-(trifluoromethyl)quinazolin-3(4H)-yl)piperidine-2,6-dione C[C@]12CC3(CC(C[C@@](C1)(C3)C)C2)NCCCCCCCCC2=C3C(N(C(=NC3=CC=C2)C(F)(F)F)[C@@H]2C(NC(CC2)=O)=O)=O |&1:1,7|